2-[3-(aminomethyl)-2-fluoro-6-(trifluoromethyl)phenyl]-5,6-dimethylpyrimidin-4(3H)-one NCC=1C(=C(C(=CC1)C(F)(F)F)C1=NC(=C(C(N1)=O)C)C)F